Cl.C(C=CC1=CC=CC=C1)N1CCN(CC1)CCCCOC1=C(C=CC=C1)\C=C\C1=CC(=CC(=C1)OC)OC 1-cinnamyl-4-(4-((E)-3,5-dimethoxystyrylphenoxy)butyl)piperazine hydrochloride